2-[2-[1-(methoxymethoxy)ethyl]-4-nitro-phenyl]-4,4,5,5-tetramethyl-1,3,2-dioxaborolane COCOC(C)C1=C(C=CC(=C1)[N+](=O)[O-])B1OC(C(O1)(C)C)(C)C